P(=O)([O-])([O-])[O-].[Fe+2].[Mn+2].[O-]P([O-])(=O)OP(=O)(O)O.[Na+] sodium pyrophosphate manganese iron phosphate